CNC(C(=O)NCCC1=CC=C(C=C1)C1=CC=C(C=C1)C(F)(F)F)CCC 2-(methylamino)-N-(2-(4'-(trifluoromethyl)-[1,1'-biphenyl]-4-yl)ethyl)pentanamide